7-(difluoromethyl)-1-(4-fluoro-2-methylphenyl)-3-(2-methyl-6-oxo-1,6-dihydropyridin-3-yl)-2,3-dihydroquinazolin-4(1H)-one FC(C1=CC=C2C(N(CN(C2=C1)C1=C(C=C(C=C1)F)C)C1=C(NC(C=C1)=O)C)=O)F